C(C)(C)(C)OC(=O)N1C(CC1)OC=1C(=NC(=CC1)C(N)=O)F ((6-carbamoyl-2-fluoropyridin-3-yl)oxy)azetidine-1-carboxylic acid tert-butyl ester